FC1(CCN(CCC1)C=1N=NC(=C(C1C(=O)NC1=CC(=CC=C1)[S@@](=O)(=NC([C@@H](C)O)=O)C)C)C(F)(F)F)F 3-(4,4-difluoroazepan-1-yl)-N-(3-((R)-N-((R)-2-hydroxypropanoyl)-S-methylsulfonimidoyl)phenyl)-5-methyl-6-(trifluoromethyl)pyridazine-4-carboxamide